C(C)OC(\C=C\C=1C(=NC(=NC1)N(C(=O)OC(C)(C)C)C(=O)OC(C)(C)C)OC)=O (E)-3-[2-[bis(tert-butoxycarbonyl)amino]-4-methoxy-pyrimidin-5-yl]prop-2-enoic acid ethyl ester